[Sn].[Pb].[Sb] antimony-lead-tin